(1S,2R,3R,5R)-3-((R)-1-hydroxyethyl)-5-(4-methyl-7H-pyrrolo[2,3-d]pyrimidin-7-yl)cyclopentane-1,2-diol O[C@H](C)[C@@H]1[C@H]([C@H]([C@@H](C1)N1C=CC2=C1N=CN=C2C)O)O